[C@@H]12OC[C@@H](N(C1)CN1C(C3=C4C(C=CC=C14)=CC=C3)=O)C2 [[(1S,4S)-2-oxa-5-azabicyclo[2.2.1]heptane-5-yl]methyl]-1H-benzo[cd]indol-2-one